N-(2-fluoro-5-(7-((4-methoxybenzyl)(methyl)amino)-1,6-naphthyridin-3-yl)-4-methylphenyl)-2-(2-fluoroprop-2-yl)isonicotinamide FC1=C(C=C(C(=C1)C)C=1C=NC2=CC(=NC=C2C1)N(C)CC1=CC=C(C=C1)OC)NC(C1=CC(=NC=C1)C(C)(C)F)=O